tert-butyl 6-[[5-[1-(trifluoromethyl) cyclopropyl] pyrimidin-2-yl] methyl]-2-azaspiro[3.3]heptane-2-carboxylate FC(C1(CC1)C=1C=NC(=NC1)CC1CC2(CN(C2)C(=O)OC(C)(C)C)C1)(F)F